C(C1=CC=CC=C1)C1=C(C(NC2=CC=C(C=C12)Cl)=O)C(\C=C\C=1C=NC(=CC1)OC)=O 4-benzyl-6-chloro-3-[(E)-3-(6-methoxy-3-pyridyl)prop-2-enoyl]-1H-quinolin-2-one